C1(=CC(=CC=C1)CNC(O)=O)C.BrCC=CC1=CC=CC=C1 (3-Bromoprop-1-en-1-yl)benzene m-tolylmethylcarbamate